CS(=O)(=O)OC1CCC(CC1)C(=O)OC methyl (1s,4s)-4-((methylsulfonyl)oxy)cyclohexane-1-carboxylate